ClC1=CC(=C(O\C(\C(=O)OC)=C/OC)C=C1N1N=C(C=C1)C(C)C)C methyl (Z)-2-[4-chloro-5-(3-isopropylpyrazol-1-yl)-2-methyl-phenoxy]-3-methoxy-prop-2-enoate